(S)-N-(pyrrolidin-3-ylmethyl)-4-(7H-pyrrolo[2,3-d]pyrimidin-4-yl)-3,4-dihydro-2H-1,4-thiazine-6-carboxamide hydrochloride Cl.N1C[C@H](CC1)CNC(=O)C1=CN(CCS1)C=1C2=C(N=CN1)NC=C2